((R)-aziridin-2-yl)((8aS)-6-chloro-5-(2-fluoro-6-hydroxyphenyl)-8a,9,11,12-tetrahydropyrazino[2',1':3,4][1,4]oxazepino[5,6,7-de]quinazolin-10(8H)-yl)methanone N1[C@H](C1)C(=O)N1C[C@H]2COC=3C4=C(N=CN=C4C=C(C3Cl)C3=C(C=CC=C3O)F)N2CC1